4-(6-(1-(2,2-difluoroethyl)-4-(4-fluoro-phenyl)-1H-imidazol-5-yl)imidazo[1,2-a]pyridin-3-yl)morpholine FC(CN1C=NC(=C1C=1C=CC=2N(C1)C(=CN2)N2CCOCC2)C2=CC=C(C=C2)F)F